(±)-methyl 2-({1-[7-methyl-2-(morpholin-4-yl)-4-oxo-pyrido[1,2-a]pyrimidin-9-yl] ethyl} amino)benzoate CC=1C=C(C=2N(C(C=C(N2)N2CCOCC2)=O)C1)[C@@H](C)NC1=C(C(=O)OC)C=CC=C1 |r|